FC=1N=CC=C2C1NC=C2C=O 7-FLUORO-1H-PYRROLO[2,3-C]PYRIDINE-3-CARBALDEHYDE